F[C@@H]1[C@@H](C1)C(=O)NC1=CC=C2C(=N1)NC=C2C2=C(C=1N(C=C2)C=CN1)OC (1S,2S)-2-fluoro-N-(3-[8-methoxyimidazo[1,2-a]pyridin-7-yl]-1H-pyrrolo[2,3-b]pyridin-6-yl)cyclopropane-1-carboxamide